CN(C)\C=C(/C(C(=O)OC)=O)\C(C(C)C)=O methyl (3Z)-3-(dimethylaminomethylene)-5-methyl-2,4-dioxo-hexanoate